3-(4-(difluoromethoxy)phenyl)-N-(4-methyl-3-(pyridin-4-yl)-1H-pyrazol-5-yl)propenamide FC(OC1=CC=C(C=C1)C=CC(=O)NC1=C(C(=NN1)C1=CC=NC=C1)C)F